OC(C)(C)C1=C2CCN(C2=CC=C1)C(=O)OC(C)(C)C tert-butyl 4-(2-hydroxypropan-2-yl)indoline-1-carboxylate